FC(C=1N=C(NC1)C12COC(CC1)(CC2)CNC(OC(C)(C)C)=O)(F)F tert-butyl ((4-(4-(trifluoromethyl)-1H-imidazol-2-yl)-2-oxabicyclo[2.2.2]octan-1-yl)methyl)carbamate